COC=1C=C(C=C(C1)OC)C(CNC(C)(C)C)O 1-(3,5-dimethoxyphenyl)-2-tert-butylamino-ethanol